FC=1C=C(C=CC1)CNC(=O)N1CC2(CC1)CCC(CC2)NC=2C=NN(C2)CCO N-(m-fluorophenyl)methyl-(5r,8r)-8-[1-(2-hydroxyethyl)-4-pyrazolylamino]-2-aza-2-spiro[4.5]decanecarboxamide